3-Bromo-1-(4-fluoro-3-methoxyphenyl)-5-(2-methylprop-1-en-1-yl)-1H-pyrazole BrC1=NN(C(=C1)C=C(C)C)C1=CC(=C(C=C1)F)OC